methyl [3-(tert-butoxycarbonylamino)-1-bicyclo[1.1.1]pentyl]methanesulfonate C(C)(C)(C)OC(=O)NC12CC(C1)(C2)CS(=O)(=O)OC